(2,3-dioleoyl-propyl)-trimethylammonium C(CCCCCCC\C=C/CCCCCCCC)(=O)C(C[N+](C)(C)C)CC(CCCCCCC\C=C/CCCCCCCC)=O